N1-isopropyl-N2-(3-aminopropyl)-2-methyl-1,2-propanediamine C(C)(C)NCC(C)(NCCCN)C